2-(((6-(((6-amino-2,4-dimethylpyridin-3-yl)methyl)amino)pyrimidin-4-yl)oxy)methyl)-6-cyclopropylimidazo[1,2-a]pyridine-8-carbonitrile NC1=CC(=C(C(=N1)C)CNC1=CC(=NC=N1)OCC=1N=C2N(C=C(C=C2C#N)C2CC2)C1)C